[(5R)-2,4-dioxo-1,3,9-triazaspiro[4.5]decan-3-yl]methyl 2,2-dimethylpropanoate CC(C(=O)OCN1C(N[C@]2(C1=O)CCCNC2)=O)(C)C